8-cyclopentyl-7-oxo-2-((1-oxo-2,3,4,5-tetrahydro-1H-benzo[c]azepin-7-yl)amino)-7,8-dihydropyrido[2,3-d]pyrimidine-6-carbonitrile C1(CCCC1)N1C(C(=CC2=C1N=C(N=C2)NC2=CC1=C(C(NCCC1)=O)C=C2)C#N)=O